(E)-4-(chloromethyl)-2-(2-fluoro-4-nitrostyryl)oxazole ClCC=1N=C(OC1)\C=C\C1=C(C=C(C=C1)[N+](=O)[O-])F